COC=1C=C2N=CC(=NC2=CC1OC)C1=CC=CC=C1 6,7-Dimethoxy-2-phenylquinoxaline